6-(3-(2,2-difluoroethyl)-5-(piperidin-4-yl)-1H-indol-2-yl)-8-methyl-[1,2,4]triazolo[1,5-a]pyridine FC(CC1=C(NC2=CC=C(C=C12)C1CCNCC1)C=1C=C(C=2N(C1)N=CN2)C)F